N-{1-[8-(1,6-dimethyl-1H-1,3-benzodiazol-5-yl)indolizine-3-carbonyl]piperidin-4-yl}carbamic acid tert-butyl ester C(C)(C)(C)OC(NC1CCN(CC1)C(=O)C1=CC=C2C(=CC=CN12)C1=CC2=C(N(C=N2)C)C=C1C)=O